CC1(NC(CC(C1)N(CCCCCCN(C=O)C1CC(NC(C1)(C)C)(C)C)C=O)(C)C)C N,N'-bis(2,2,6,6-tetramethyl-4-piperidyl)-N,N'-diformyl-hexa-methylenediamine